9-cyclopentyl-N6-(furan-2-ylmethyl)-N2,N2-dimethyl-9H-purine-2,6-diamine C1(CCCC1)N1C2=NC(=NC(=C2N=C1)NCC=1OC=CC1)N(C)C